C(C)(C)(C)OC(=O)NN(C1=CC=C(C=C1)C1=C(N=CS1)C)C 2-methyl-2-(4-(4-methylthiazol-5-yl)phenyl)hydrazinocarboxylic acid tert-butyl ester